(S)-3-(3-bromo-5-((tert-butoxycarbonyl)(methyl)amino)-4-carbamoyl-1H-pyrazol-1-yl)pyrrolidine-1-carboxylic acid tert-butyl ester C(C)(C)(C)OC(=O)N1C[C@H](CC1)N1N=C(C(=C1N(C)C(=O)OC(C)(C)C)C(N)=O)Br